ClC=1C=C(C=CC1O)C=CC(=O)C1=CC=C(C=C1)S(=O)(=O)N(CC)CC 4-[3-(3-Chloro-4-hydroxyphenyl)prop-2-enoyl]-N,N-diethylbenzenesulfonamide